C(C)N(C1CCN(CC1)CC(=O)N1[C@@H](CCC1)C#N)C=1C=NC2=CC=CC=C2C1 (2S)-1-[2-[4-[ethyl-(3-quinolinyl)amino]-1-piperidinyl]acetyl]pyrrolidine-2-carbonitrile